1-Undecyl-2-butylpyrrolium acetate C(C)(=O)[O-].C(CCCCCCCCCC)[NH+]1C(=CC=C1)CCCC